3-(5-((7-(((1s,3s)-adamantan-1-yl)amino)heptyl)oxy)-4-oxo-2-(trifluoromethyl)quinazolin-3(4H)-yl)piperidine-2,6-dione C12(CC3CC(CC(C1)C3)C2)NCCCCCCCOC2=C3C(N(C(=NC3=CC=C2)C(F)(F)F)C2C(NC(CC2)=O)=O)=O